ClC1=C(C(=O)N2CC3=CC=CC(=C3CC2)C(CC(=O)O)C2=CC3=C(N(N=N3)C)C(=C2)OC)C=CC(=C1)OCC 3-[2-(2-chloro-4-ethoxybenzoyl)-1,2,3,4-tetrahydroisoquinolin-5-yl]-3-(7-methoxy-1-methyl-1H-benzo[d][1,2,3]triazol-5-yl)propionic acid